C(C)OC(C(C(=O)OCC)CC1=C(C=C(C=C1)F)Br)=O 2-(2-bromo-4-fluoro-benzyl)-malonic acid diethyl ester